2-(6-(6-((cis)-2,6-dimethylmorpholino)pyridin-2-yl)isoquinolin-3-yl)-N-(1-(methylsulfonyl)piperidin-4-yl)acetamide C[C@@H]1O[C@@H](CN(C1)C1=CC=CC(=N1)C=1C=C2C=C(N=CC2=CC1)CC(=O)NC1CCN(CC1)S(=O)(=O)C)C